IC=1C=C(C=CC1)C1=CC2=C(C(N1)=O)C=CS2 6-(3-iodophenyl)-5H-thieno[3,2-c]pyridin-4-one